2-phenyl-5-(2-tolyl)-4,5-dihydro-oxazole C1(=CC=CC=C1)C=1OC(CN1)C1=C(C=CC=C1)C